FC(C=1C=C(C=C(C1)C(F)(F)F)[C@H]([C@H](C)N(C(C)C)CC1=C(C=CC(=C1)C(F)(F)F)C1=CC(=C(C=C1OC)F)OCCCC(=O)O)O)(F)F 4-((2'-((((1R,2S)-1-(3,5-bis(trifluoromethyl)phenyl)-1-hydroxypropan-2-yl)(isopropyl)amino)methyl)-4-fluoro-6-methoxy-4'-(trifluoromethyl)-[1,1'-biphenyl]-3-yl)oxy)butanoic acid